BrC1=C(C=C(C=C1)CO)Cl (4-bromo-3-chlorophenyl)methanol